C(C)(C)N1N=NC(=C1)C(=O)NCC=1SC(=NN1)C1=CC=NC=C1 1-isopropyl-N-((5-(pyridin-4-yl)-1,3,4-thiadiazol-2-yl)methyl)-1H-1,2,3-triazole-4-carboxamide